BrC1=C(C[C@H]2C[C@@H](N(C2)C(=O)OC(C)(C)C)C(=O)OCC2=CC=CC=C2)C=CC=C1 2-benzyl 1-(tert-butyl) (2R,4S)-4-(2-bromobenzyl)pyrrolidine-1,2-dicarboxylate